OC1=C(C(=CC(=C1C(=O)NOC)CCCCC)O)C1=CC(=CC=C1)C 2,6-dihydroxy-N-methoxy-3'-methyl-4-pentyl-[1,1'-biphenyl]-3-carboxamide